3-monochloro-1,2-propanediol ClCC(CO)O